OCC(CNC1=C(C=C(C=C1)S(=O)(=O)NC(C1=C(C=CC=C1)OC=1C=C2C(=NC1)NC=C2)=O)[N+](=O)[O-])(C)C N-({4-[(3-hydroxy-2,2-dimethylpropyl)amino]-3-nitrophenyl}sulfonyl)-2-(1H-pyrrolo[2,3-b]pyridin-5-yloxy)benzamide